tris(2,4-dibutyl-5-methylphenyl) phosphite P(OC1=C(C=C(C(=C1)C)CCCC)CCCC)(OC1=C(C=C(C(=C1)C)CCCC)CCCC)OC1=C(C=C(C(=C1)C)CCCC)CCCC